The molecule is a carboxylic ester resulting from the formal condensation of the carboxylic acid group of 12-methyltetradecanoic acide with one of the primary alcoholic hydroxy groups of glycerophosphoglycerol. An antibiotic obtained from Bacillus subtilis 168, it has particular activity against certain fungi. The stereochemistries of the hydroxy groups at positions C-2 and C-2' and the methyl group at position C-12 have not been determined. It has a role as an antimicrobial agent, an antibacterial agent, an antifungal agent and a metabolite. It is a monoacylglycerol phosphate, a carboxylic ester and a member of glycerophosphoglycerols. It derives from a 12-methyltetradecanoic acid. CCC(C)CCCCCCCCCCC(=O)OCC(COP(=O)(O)OCC(CO)O)O